(R)-(3-methyl-azetidin-3-yl)-(5-pyrrolidin-1-yl-pyridin-3-yl)-(4-trifluoromethoxy-phenyl)-methanol, hydrochloride Cl.CC1(CNC1)[C@](O)(C1=CC=C(C=C1)OC(F)(F)F)C=1C=NC=C(C1)N1CCCC1